O1C(=NC=C1)COC=1C=C(C=2N(C1)N=CC2C#N)C=2C=NC(=CC2)N2CCNCC2 6-(Oxazol-2-ylmethoxy)-4-(6-(piperazin-1-yl)pyridin-3-yl)pyrazolo[1,5-a]pyridine-3-carbonitrile